6-(4-(methyl-sulfonyl)piperidine-1-carbonyl)-9,10-dioxo-9,10-dihydroanthracene-1-carbonitrile CS(=O)(=O)C1CCN(CC1)C(=O)C=1C=C2C(C=3C=CC=C(C3C(C2=CC1)=O)C#N)=O